4-methyl-2-oxo-1,3-dioxolane CC1OC(OC1)=O